N1C=2C(=NC=C1)C=NC=1C2C=CN1 pyrrolo[3',2':5,6]Pyrido[3,4-b]Pyrazine